FC1=CC(=C(OC=2C=C3CCCC(C3=CC2)=O)C=C1)C 6-(4-fluoro-2-methylphenoxy)-1,2,3,4-tetrahydronaphthalen-1-one